The molecule is the (R)-enantiomer of 1-phenylethanamine. It is a conjugate base of a (1R)-1-phenylethanaminium. It is an enantiomer of a (1S)-1-phenylethanamine. C[C@H](C1=CC=CC=C1)N